2-[2-[(1-hydroxycyclopentyl)methyl]pyrazolo[3,4-b]pyridin-6-yl]-3-methyl-5-(trifluoromethyl)phenol OC1(CCCC1)CN1N=C2N=C(C=CC2=C1)C1=C(C=C(C=C1C)C(F)(F)F)O